C1(=CC=CC=C1)C(C)O Phenylethan-1-ol